Cl.OC1=C(C(=O)OCCN(CC)CC)C=CC=C1 2-(diethylamino)ethyl 2-hydroxybenzoate hydrochloride